tert-butyl N-(2-{[6-(6-chloro-4-{[(1-ethyl-5-methyl-1H-pyrazol-4-yl)methyl](methyl)carbamoyl}quinolin-2-yl)-2-methylpyridin-3-yl]amino}ethyl)-N-methylcarbamate ClC=1C=C2C(=CC(=NC2=CC1)C1=CC=C(C(=N1)C)NCCN(C(OC(C)(C)C)=O)C)C(N(C)CC=1C=NN(C1C)CC)=O